C(C)OC1=C(C=C2C(=N1)NC=C2F)OC2=C(C(=O)NS(=O)(=O)C=1C=C(C3=C(OC[C@@H](N3)C3CCC(CC3)(C)O)C1)[N+](=O)[O-])C=CC=C2 2-((6-ethoxy-3-fluoro-1H-pyrrolo[2,3-b]pyridin-5-yl)oxy)-N-(((S)-3-((1r,4S)-4-hydroxy-4-methylcyclohexyl)-5-nitro-3,4-dihydro-2H-benzo[b][1,4]oxazin-7-yl)sulfonyl)benzamide